C(C)N(C(=O)C1=NC=CC(=C1OC)NC(OC(C)(C)C)=O)C tert-butyl (2-(ethyl(methyl)-carbamoyl)-3-methoxypyridin-4-yl)carbamate